(1R,5S,6r,Z)-N'-(2-chloroacetoxy)-3-phenyl-3-aza-bicyclo[3.1.0]hexane-6-carboxamidine ClCC(=O)O\N=C(/N)\C1[C@H]2CN(C[C@@H]12)C1=CC=CC=C1